6,7-difluoro-1-(4-fluoro-2-methoxyphenyl)-3-(2-methyl-6-oxo-1,6-dihydropyridin-3-yl)-2,3-dihydroquinazolin-4(1H)-one FC=1C=C2C(N(CN(C2=CC1F)C1=C(C=C(C=C1)F)OC)C1=C(NC(C=C1)=O)C)=O